4-(1,1-dimethylethyl)-N-[4-(1,1-dimethylethyl)phenyl]Benzenamine CC(C)(C)C1=CC=C(C=C1)NC1=CC=C(C=C1)C(C)(C)C